FC1=C(C=C(C(=C1)F)N1N=C(C=2C1=NC=CC2)C2=CC=C(C=C2)C(F)(F)F)NC(C(=C)F)=O N-(2,4-difluoro-5-(3-(4-(trifluoromethyl)phenyl)-1H-pyrazolo[3,4-b]pyridin-1-yl)phenyl)-2-fluoroacrylamide